6-[2-(4-benzo[d]isoxazol-3-yl-piperidin-1-yl)-ethyl]-2,5-dimethyl-6H-pyrazolo[1,5-c]pyrimidin-7-one O1N=C(C2=C1C=CC=C2)C2CCN(CC2)CCN2C(N1C(C=C2C)=CC(=N1)C)=O